FC1=C(C(=O)C2=C(C=CC(=C2)Cl)NC([C@H](CCC(=O)OC)NC(=O)OC(C)(C)C)=O)C=CC=C1 Methyl (S)-5-((2-fluoro-benzoyl-4-chlorophenyl) amino)-4-((tert-butoxycarbonyl) amino)-5-oxopentanoate